C(C)C=1C=C(N(N1)C)C1=CC(=NC(=N1)N)N(CCCOC1=C(C=CC=C1)C)C 6-(5-ethyl-2-methyl-pyrazol-3-yl)-N4-methyl-N4-[3-(2-methylphenoxy)propyl]pyrimidine-2,4-diamine